C(C=CCCCCC)(=O)[O-].[Zn+2].C(C=CCCCCC)(=O)[O-] zinc octenoate